CC(=CCO)CCO 3-methylpent-2-en-1,5-diol